O1C(OC2=C1C=CC=C2)CNC(=O)N2C=NC1=C2C=CC=C1N1CCN(CC1)C N-(Benzo[d][1,3]dioxol-2-ylmethyl)-4-(4-methylpiperazin-1-yl)-1H-benzo[d]imidazole-1-carboxamide